C1=CC2=C(C(=C1)SSC3=CC=CC4=C3N=CC=C4)N=CC=C2 8,8'-quinolyl disulfide